N[C@@H](C)C=1N(C(C2=C(C=CC=C2C1)C#CC1CN(C(C1)=O)C)=O)C1=CC=CC=C1 3-((1S)-1-aminoethyl)-8-(2-(1-methyl-5-oxopyrrolidine-3-yl)ethynyl)-2-phenylisoquinolin-1-one